N1=CN=CC2=CC(=CC=C12)C1=CN=C(C2=CC=CC=C12)N (4-quinazolin-6-yl-isoquinolin-1-yl)-amine